CC1=C(C(=NN1)C1=CC=C(C=C1)C)O 5-methyl-3-(p-tolyl)-1H-pyrazol-4-ol